COC1=CC=C(COC2=C(C=C(C=C2C(F)(F)F)C2=NOC(=N2)C(=O)NCC2=CC=C(C=C2)OC2=CC=CC=C2)C)C=C1 (4-((4-methoxybenzyl)oxy)-3-methyl-5-(trifluoromethyl)phenyl)-N-(4-phenoxybenzyl)-1,2,4-oxadiazole-5-carboxamide